COC1=C(C=CC(=C1)OC)C=1SC(=CN1)C(=O)O 2-(2,4-dimethoxyphenyl)thiazole-5-carboxylic acid